C(C)(C)C1=C(NC2=CC=C(C=C12)C1=CC=C(C=C1)C(=O)N1CCC(CC1)NC(C)C)C1=CC(=NC=C1)C (4-(3-isopropyl-2-(2-methylpyridin-4-yl)-1H-indol-5-yl)phenyl)(4-(isopropylamino)piperidin-1-yl)methanone